NC([C@H](COCC1CN(C1)C(=O)OC(C)(C)C)NC(=O)OCC1=CC=CC=C1)=O tert-butyl (S)-3-((3-amino-2-(((benzyloxy)carbonyl)amino)-3-oxopropoxy)methyl)azetidine-1-carboxylate